C1(=CC=C(C=C1)CNC(=O)NC=1N=C(SC1)C#C)C1=CC=CC=C1 1-([1,1'-Biphenyl]-4-ylmethyl)-3-(2-ethynyl-thiazol-4-yl)urea